C(C)(C)(C)OC(=O)N1CC2=CC=CC(=C2CC1)C1=C2C(=C(N=C1C)C#N)NC(=C2C)C 5-(7-cyano-2,3,5-trimethyl-1H-pyrrolo[2,3-c]pyridin-4-yl)-3,4-dihydroisoquinoline-2(1H)-carboxylic acid tert-butyl ester